1-diphenylphosphoryloxy-2,3,4,5,6-pentafluoro-benzene C1(=CC=CC=C1)P(=O)(C1=CC=CC=C1)OC1=C(C(=C(C(=C1F)F)F)F)F